NC1=NC=2N(C(=C1)N(C(OC(C)(C)C)=O)CC1=C(C=C(C=C1)C1=NC=CC=C1)F)N=CC2C2CC2 tert-butyl (5-amino-3-cyclopropylpyrazolo[1,5-a]pyrimidin-7-yl)(2-fluoro-4-(pyridin-2-yl)benzyl)carbamate